ClC=1C=C2CCCN(C2=CC1)C1CC2(C1)N(CCC2)C(=O)OC(C)(C)C tert-butyl 2-(6-chloro-3,4-dihydroquinolin-1(2H)-yl)-5-azaspiro[3.4]octane-5-carboxylate